CNC(C1=NC=C(C(=C1)C)NC1=NC=C2N(C(N(C2=N1)C1CCOCC1)=O)C)=O N,4-dimethyl-5-((7-methyl-8-oxo-9-(tetrahydro-2H-pyran-4-yl)-8,9-dihydro-7H-purine-2-yl)amino)picolinamide